(S)-3''-chloro-4''-((3,5-difluoropyridin-2-yl)methoxy-d2)-3-(2-hydroxypropan-2-yl)-5',6''-dimethyl-2H,2''H-[1,2':4',1''-terpyridin]-2,2''-dione ClC=1C(N(C(=CC1OC([2H])([2H])C1=NC=C(C=C1F)F)C)C1=CC(=NC=C1C)N1C(C(=CC=C1)C(C)(C)O)=O)=O